dimethyl-α-oxo-4-(phenylmethoxy)-1H-indole-3-acetamide CC=1N(C2=CC=CC(=C2C1C(C(=O)N)=O)OCC1=CC=CC=C1)C